Cl.FC1=C(C=CC=C1)C1CNC1 3-(2-fluorophenyl)azetidine hydrochloride